(E)-7-(3-(2-cyanobenzylidene)-2,5-diketopyrrolidinyl)-N-hydroxyheptylamide C(#N)C1=C(\C=C/2\C(N(C(C2)=O)C(CCCCCC[NH-])O)=O)C=CC=C1